3-[4-[2-[[4-[[3-(2,3-difluoro-4-methoxyphenyl)imidazo[1,2-a]pyrazin-8-yl]amino]-2-ethylbenzoyl]amino]ethyl]piperidin-1-yl]propanoic acid FC1=C(C=CC(=C1F)OC)C1=CN=C2N1C=CN=C2NC2=CC(=C(C(=O)NCCC1CCN(CC1)CCC(=O)O)C=C2)CC